FC=1C=C(C=CC1F)C1=C(N(C(C2=C(C=CC=C12)O)=O)CCC(=O)O)C(C)C 3-[4-(3,4-difluorophenyl)-8-hydroxy-3-isopropyl-1-oxo-2-isoquinolinyl]propionic acid